2,6-dimethoxy-4-(2-methyl-6-(4-methylpiperazin-1-yl)hexan-2-yl)-N-phenylbenzamide COC1=C(C(=O)NC2=CC=CC=C2)C(=CC(=C1)C(C)(CCCCN1CCN(CC1)C)C)OC